[N+](=O)([O-])C=1C2CCC(C1)C2 2-nitrobicyclo[2.2.1]hept-2-ene